triethylamine 3-(diphenylphosphino)benzenesulfonate C1(=CC=CC=C1)P(C=1C=C(C=CC1)S(=O)(=O)O)C1=CC=CC=C1.C(C)N(CC)CC